C[C@H]1N(C[C@@H](N(C1)CC1CCNCC1)C)C(=O)OC(C)(C)C tert-Butyl (2R,5S)-2,5-dimethyl-4-(piperidin-4-ylmethyl)piperazine-1-carboxylate